ClC=1C(=CC=2N=CN3CCN(C(C1C23)=O)CC=2C(NC(=CC2OC)C)=O)C=2C(=NOC2C)C 5-chloro-4-(3,5-dimethylisoxazol-4-yl)-7-((4-methoxy-6-methyl-2-oxo-1,2-dihydropyridin-3-yl)methyl)-8,9-dihydro-2,7,9a-triazabenzo[cd]azulen-6(7H)-one